[C@@H]1(CC(C(CC1)C(C)C)[C@@H](C(=O)[O-])OCCO)C (1R,2S,5R)-3-Menthyl-(2-hydroxyethoxy)acetat